butyl 3-(1,1-difluoroethyl)pyrrolidine-1-carboxylate FC(C)(F)C1CN(CC1)C(=O)OCCCC